NCCNC1=CC=C(C2=C1C(C=1C=CN=CC1C2=O)=O)NCCN 6,9-bis[(2-aminoethyl)-amino]benzo[g]isoquinoline-5,10-dione